O1CCCCC12OCCCC2 1,7-dioxaspiro[5.5]undecan